C(C)N1C(N(C2=C1C=C(C(=C2)SCC)C2=NC=1C(=NC=C(C1)C(F)(F)F)N2C)C)=O 1-ethyl-5-ethylsulfanyl-3-methyl-6-[3-methyl-6-(trifluoromethyl)imidazo[4,5-b]pyridin-2-yl]benzimidazol-2-one